ethyl (1s,3s)-3-(5-amino-4-cyano-3-(2-phenylquinolin-7-yl)-1H-pyrazol-1-yl)cyclobutane-1-carboxylate NC1=C(C(=NN1C1CC(C1)C(=O)OCC)C1=CC=C2C=CC(=NC2=C1)C1=CC=CC=C1)C#N